N-(6-amino-5-methylpyridin-3-yl)-2-((2S,5R)-5-methyl-4-(1-(trifluoromethyl)cyclopropanecarbonyl)-2-(3-(trifluoromethyl)phenyl)piperazin-1-yl)-2-oxoacetamide NC1=C(C=C(C=N1)NC(C(=O)N1[C@H](CN([C@@H](C1)C)C(=O)C1(CC1)C(F)(F)F)C1=CC(=CC=C1)C(F)(F)F)=O)C